BrC1=CC=C(C=C1)N1C=C(C2=C(C(=CC=C12)O)CN1CCCCC1)C(C)=O 1-(1-(4-bromophenyl)-5-hydroxy-4-(piperidin-1-ylmethyl)-1H-indol-3-yl)ethan-1-one